4-tert-butylphenyl-diphenylsulfonium para-toluenesulfonate CC1=CC=C(C=C1)S(=O)(=O)[O-].C(C)(C)(C)C1=CC=C(C=C1)[S+](C1=CC=CC=C1)C1=CC=CC=C1